C(#N)C(CNC=1C(=CC=C2C=CC(=CC12)C=1N=C(SC1)C(=O)NC1CCC(CC1)N(C)C)OC)=C 4-{8-[(2-cyano-2-methylideneethyl)amino]-7-methoxynaphthalen-2-yl}-N-[(1s,4s)-4-(dimethylamino)cyclohexyl]-1,3-thiazole-2-carboxamide